CC=1C=C(C=NC1)[C@H]1N(OCC1)C(=O)C1CCN(CC1)C1=CC(=NC=N1)C#N (S)-6-(4-(3-(5-Methylpyridin-3-yl)isoxazolidine-2-carbonyl)piperidin-1-yl)pyrimidine-4-carbonitrile